(2S)-tert-butyl-2-((1-cyano-2-(3-fluoro-5-(3-methyl-2-oxo-2,3-dihydrobenzo[d]oxazol-5-yl)thiophen-2-yl)ethyl)carbamoyl)-1,4-oxazepane-4-carboxylate C(C)(C)(C)OC(=O)N1C[C@H](OCCC1)C(NC(CC=1SC(=CC1F)C=1C=CC2=C(N(C(O2)=O)C)C1)C#N)=O